(5R,5aS)-5-hydroxy-3-(trifluoromethyl)-5a,6,8,9-tetrahydropyrido[3',2':4,5]pyrrolo[1,2-a]pyrazin O[C@@H]1C2=C(N3[C@H]1CNCC3)N=CC(=C2)C(F)(F)F